4-(1-(7-methoxy-1-methyl-9H-pyrido[3,4-b]indol-9-yl)propan-2-yl)morpholine COC1=CC=C2C3=C(N(C2=C1)CC(C)N1CCOCC1)C(=NC=C3)C